3-[(tert-butoxycarbonyl)amino]-2-(4-carbamoyl-phenyl)propionic acid C(C)(C)(C)OC(=O)NCC(C(=O)O)C1=CC=C(C=C1)C(N)=O